(S)-N-(7-amino-1-(2,6-difluorophenoxy)-2-oxohept-3-yl)-6-fluoronicotinamide NCCCC[C@@H](C(COC1=C(C=CC=C1F)F)=O)NC(C1=CN=C(C=C1)F)=O